2-Fluoro-4-{6-[2-(2-methyl-benzo[b]thiophen-3-yl)-ethylamino]-pyrimidin-4-yl}-6-methylsulfanyl-benzoic acid FC1=C(C(=O)O)C(=CC(=C1)C1=NC=NC(=C1)NCCC=1C2=C(SC1C)C=CC=C2)SC